2-(4-azidophenyl)-1-ethanol N(=[N+]=[N-])C1=CC=C(C=C1)CCO